N1(CCC2(CC1)OC1=C(C2)C=C(C(=C1)C(=O)OC)C(=O)OC)C(=O)OC(C)(C)C 1'-(tert-butyl) 5,6-dimethyl 3H-spiro[benzofuran-2,4'-piperidine]-1',5,6-tricarboxylate